C(C)OC(CCCCOC=1C2=C(C=3N=C(C(N(C3C1)C(C)=O)=O)CC1=C(C=CC=C1)C)C=CC=C2)=O 5-((4-acetyl-2-(2-methylbenzyl)-3-oxo-3,4-dihydrobenzo[f]quinoxalin-6-yl)oxy)pentanoic acid ethyl ester